1-Hydroxy-4-(tetrahydro-2H-pyran-4-yl)-2-naphthaldehyde OC1=C(C=C(C2=CC=CC=C12)C1CCOCC1)C=O